5-([1,1'-Biphenyl]-4-yl)-5,8-dihydroindolo[2,3-c]carbazole C1(=CC=C(C=C1)N1C2=CC=CC=C2C2=C1C=CC=1NC=3C=CC=CC3C21)C2=CC=CC=C2